2-[1-[2-[4-[4-(2,6-dioxo-3-piperidyl)-2,5-difluoro-phenyl]-1-piperidyl]acetyl]-4-piperidyl]-7-isopropoxy-N-pyrazolo[1,5-a]pyrimidin-3-yl-imidazo[1,2-a]pyridine-6-carboxamide O=C1NC(CCC1C1=CC(=C(C=C1F)C1CCN(CC1)CC(=O)N1CCC(CC1)C=1N=C2N(C=C(C(=C2)OC(C)C)C(=O)NC=2C=NN3C2N=CC=C3)C1)F)=O